2-Methyl-N-(1-(7-(methylamino)quinolin-5-yl)cyclopropyl)-5-((1-methylazetidin-2-yl)methoxy)benzamide CC1=C(C(=O)NC2(CC2)C2=C3C=CC=NC3=CC(=C2)NC)C=C(C=C1)OCC1N(CC1)C